8-methyl-5-oxa-2,8-diazaspiro[3.5]nonane hydrochloride Cl.CN1CCOC2(CNC2)C1